C(#N)N1[C@H](C[C@H](C1)OC)C(=O)N(C(C(=O)NC1CCC(CC1)(F)F)C=1C=NC=CC1C(F)(F)F)C1=C(C=C(C=C1)C1CC1)F (2R,4R)-1-cyano-N-(4-cyclopropyl-2-fluoro-phenyl)-N-[2-[(4,4-difluorocyclohexyl)amino]-2-oxo-1-[4-(trifluoromethyl)-3-pyridyl]ethyl]-4-methoxy-pyrrolidine-2-carboxamide